8-(2-chloro-4-(2-(piperazin-1-yl)ethoxy)phenyl)-9-((5-fluoropyridin-2-yl)methyl)-6-(1-methylcyclopropoxy)-9H-purine ClC1=C(C=CC(=C1)OCCN1CCNCC1)C=1N(C2=NC=NC(=C2N1)OC1(CC1)C)CC1=NC=C(C=C1)F